O1CCC=CC1=O 3,6-dihydro-2H-pyran-6-one